FC(CC1=NOC=C1)F 3-(difluoroethyl)isoxazole